C(#N)C(C(=O)N)(C)C 2-cyano-2-methylpropionamide